NC1=NC(=NN1)C=1C=C2C=CN(C(C2=CC1F)=O)CCC[C@H](COC(F)F)NC=1C=NNC(C1C(F)(F)F)=O (R)-6-(5-amino-1H-1,2,4-triazol-3-yl)-2-(5-(difluoromethoxy)-4-((6-oxo-5-(trifluoromethyl)-1,6-dihydropyridazin-4-yl)amino)pentyl)-7-fluoroisoquinolin-1(2H)-one